(R)-1-methyl-4-((1-methyl-1H-1,2,3-triazol-4-yl)methyl)-N-(1-methylcyclopropyl)-5-oxo-1,2,4,5-tetrahydroimidazo[1,2-a]quinazoline-7-sulfonamide C[C@@H]1CN=C2N1C1=CC=C(C=C1C(N2CC=2N=NN(C2)C)=O)S(=O)(=O)NC2(CC2)C